[2-(hydroxymethyl)-3-(3-oxobutanoyloxy)-2-(3-oxobutanoyloxy-methyl)propyl]-3-oxobutanoic acid OCC(CC(C(=O)O)C(C)=O)(COC(CC(C)=O)=O)COC(CC(C)=O)=O